C(CCC)OC1=NC(=C(C(=N1)N(CC1=CC=C(C=C1)OC)CC1=CC=C(C=C1)OC)N)Cl 2-butoxy-6-chloro-N4,N4-bis(4-methoxybenzyl)pyrimidine-4,5-diamine